1-(4-chloro-3-fluorophenyl)-9-(5-(4-fluorophenyl)oxazol-2-yl)-1,9-diazaspiro[5.5]undecan-2-one ClC1=C(C=C(C=C1)N1C(CCCC12CCN(CC2)C=2OC(=CN2)C2=CC=C(C=C2)F)=O)F